tert-butyl 5-(4-amino-2,6-difluorophenyl)-3-(4-(4-methylpiperazin-1-yl) benzamido)-1H-pyrazolo[3,4-c]pyridine-1-carboxylate NC1=CC(=C(C(=C1)F)C=1C=C2C(=CN1)N(N=C2NC(C2=CC=C(C=C2)N2CCN(CC2)C)=O)C(=O)OC(C)(C)C)F